C(C=C)OC(=O)C1=CC=C2C(NC3(C2=C1)C1=CC=C(C=C1C(C=1C=C(C=CC13)N(C)C)(C)C)N(C)C)=O 3,6-bis(dimethylamino)-10,10-dimethyl-3'-oxo-10H-spiro[anthracene-9,1'-isoindoline]-6'-carboxylic acid allyl ester